5-benzoyl-2,2-dimethyl-1,3-dioxane-4,6-dione C(C1=CC=CC=C1)(=O)C1C(OC(OC1=O)(C)C)=O